CN(C)CCON(C(C(C)(C)OCCNC)CCCC)NC N-dimethylaminoethoxy-2,N-dimethylaminoethoxy-dimethyl-2-aminohexane